4-tert-butyl-3-methoxy-benzoic acid C(C)(C)(C)C1=C(C=C(C(=O)O)C=C1)OC